Tetramethyldisilylene(3-methyl-indenyl)(3-(2-pentyl)-indenyl)zirconium (IV) dichloride [Cl-].[Cl-].C[Zr-6](C1C=C(C2=CC=CC=C12)C(C)CCC)(C1C=C(C2=CC=CC=C12)C)(=[SiH2])(=[SiH2])(C)(C)C